(-)-6-[1-[4-(5-methyl-1,3,4-oxadiazol-2-yl)-1-piperidinyl]ethyl]-2,3-dihydrofuro[2,3-b]pyridine CC1=NN=C(O1)C1CCN(CC1)C(C)C1=CC=C2C(=N1)OCC2